methyl 2-(4-(4-fluorophenyl)-4-hydroxypiperidin-1-yl)-6-(1-methyl-1H-pyrazol-4-yl)isonicotinate FC1=CC=C(C=C1)C1(CCN(CC1)C=1C=C(C(=O)OC)C=C(N1)C=1C=NN(C1)C)O